(3,5-bis(dodecyloxy)phenyl)methylamine C(CCCCCCCCCCC)OC=1C=C(C=C(C1)OCCCCCCCCCCCC)CN